butyl-trimethyl-ammoniopropyl-bipyridine C(CCC)C=1C(=NC=CC1)C1=NC(=C(C(=C1CCC[NH3+])C)C)C